2,5-dibromo-1H-pyrrole BrC=1NC(=CC1)Br